CC1N(CCC1OS(=O)(=O)C1=CC=C(C=C1)C)C(=O)OCC1=CC=CC=C1 benzyl 2-methyl-3-(p-tolylsulfonyloxy)pyrrolidine-1-carboxylate